CC(C)O[Si](CCCSCCC[Si](OCC)(OCC)OC(C)C)(OCC)OCC [3-(methyltriethoxysilyl) propyl] sulfide